COC1=CC=C(CN(C=2C=3N(C(=C(N2)C=2C=C(C#N)C=CC2)C2=NC=NC=C2)N=C(N3)C(O)C3=C(C=CC=C3C=O)F)CC3=CC=C(C=C3)OC)C=C1 3-(8-(bis(4-methoxybenzyl)amino)-2-((2-fluoro-6-formylphenyl)(hydroxy)methyl)-5-(pyrimidin-4-yl)-[1,2,4]triazolo[1,5-a]pyrazin-6-yl)benzonitrile